2-chloro-5-(5-(4,4-difluoropiperidin-1-yl)pyrazin-2-yl)-N-((1s,4s)-4-((dimethylamino)methyl)cyclohexyl)pyridin-4-amine ClC1=NC=C(C(=C1)NC1CCC(CC1)CN(C)C)C1=NC=C(N=C1)N1CCC(CC1)(F)F